3-(5-bromo-2-methylphenyl)-3-hydroxy-1-methylpyrrolidin-2-one BrC=1C=CC(=C(C1)C1(C(N(CC1)C)=O)O)C